triethyl-(4,4,5,5-tetramethyl-1,3,2-dioxaborolan-2-yl)silane C(C)[Si](B1OC(C(O1)(C)C)(C)C)(CC)CC